(S)-1-(4-(Trifluoromethoxy)phenyl)ethanamine hydrochloride Cl.FC(OC1=CC=C(C=C1)[C@H](C)N)(F)F